CC=1C(=NC(=C(C1)NC(=O)N[C@H]1[C@@H](CC(C2=CC=CC=C12)(C)C)O)C1=CC=CC=C1)C=1C=NC(=CC1)C 1-(3,6'-dimethyl-6-phenyl-[2,3'-bipyridin]-5-yl)-3-((1R,2R)-2-hydroxy-4,4-dimethyl-1,2,3,4-tetrahydronaphthalen-1-yl)urea